BrC1=CC=C(OCCN2CCC3(CC2)CNC2=CC=C(C=C23)Cl)C=C1 1'-[2-(4-bromophenoxy)ethyl]-5-chloro-1,2-dihydrospiro[indole-3,4'-piperidin]